R-(-)-3-hydroxybutyric acid sodium salt [Na+].O[C@@H](CC(=O)[O-])C